C(C)OC(O[SiH3])OCC diethoxymethoxysilane